CN(C)CC1CC2(C1)CCN(CC2)C(=O)[C@H](CC(C)C)N2C([C@@H](NCC2)CC(C)C)=O (S)-1-[(S)-1-({2-[(Dimethyl-amino)methyl]-7-aza-7-spiro[3.5]nonyl}carbonyl)-3-methylbutyl]-3-isobutyl-2-piperazinone